silver-lead-zinc sulphide [S-2].[Zn+2].[Pb+2].[Ag+]